S(=O)(=O)(O)O.COC1=CC=C(C=C1)NN 4-methoxyphenylhydrazine sulfate salt